BrC=1C=C2C(=NNC2=CC1Cl)CCC(=O)OCC Ethyl 3-(5-bromo-6-chloro-1H-indazol-3-yl)propanoate